ClC=1C=CC=NC1 5-chloroPyridine